BrC=1C(=C(C=CC1)NCCCN1C[C@@H](CC1)O)C (R)-1-(3-((3-bromo-2-methylphenyl)amino)propyl)pyrrolidin-3-ol